(1R)-1-(5-methyl-2-furyl)propan-1-amine tartrate salt C(=O)(O)C(O)C(O)C(=O)O.CC1=CC=C(O1)[C@@H](CC)N